N-octadecyl-N-decyl-toluylammonium [tetrakis(perfluorophenyl) borate] FC1=C(C(=C(C(=C1F)F)F)F)[B-](C1=C(C(=C(C(=C1F)F)F)F)F)(C1=C(C(=C(C(=C1F)F)F)F)F)C1=C(C(=C(C(=C1F)F)F)F)F.C(CCCCCCCCCCCCCCCCC)[NH+](CCCCCCCCCC)C1=C(C=CC=C1)C